(L)-3-((tert-butoxycarbonyl)amino)-2-(2,5-dioxo-2,5-dihydro-1H-pyrrol-1-yl)propionic acid C(C)(C)(C)OC(=O)NC[C@@H](C(=O)O)N1C(C=CC1=O)=O